C[C@@H]1CN(CCN1)CC(=O)N1CCC2=CC=C(C=C12)NS(=O)(=O)C N-{1-[2-((R)-3-Methyl-piperazin-1-yl)-acetyl]-2,3-dihydro-1H-indol-6-yl}-methanesulfonamide